CN1N=C2C(=CC(=CC2=C1)C=1N=NC2=CC(=CC(=C2C1)F)C=1CCN(CC1)C(=O)OC(C)(C)C)C tert-butyl 4-[3-(2,7-dimethylindazol-5-yl)-5-fluoro-cinnolin-7-yl]-3,6-dihydro-2h-pyridine-1-carboxylate